2,2,2-trifluoroethane FC(C)(F)F